5-(4-{4-[(5,5-diethyl-5,6-dihydro-4H-1,3-oxazin-2-yl)amino]-2,6-difluorophenoxy}-1H-pyrrolo[2,3-b]pyridin-3-yl)-2-[(propan-2-yl)oxy]benzonitrile C(C)C1(CN=C(OC1)NC1=CC(=C(OC2=C3C(=NC=C2)NC=C3C=3C=CC(=C(C#N)C3)OC(C)C)C(=C1)F)F)CC